C1=CC=CC=2C3=CC=CC=C3C(C12)N([C@H](C(=O)O)CC1=CC(=CC=C1)I)C(=O)OC (2S)-2-(9H-fluoren-9-yl-methoxycarbonyl-amino)-3-(3-iodophenyl)propanoic acid